O=C1NC(CCC1N1C(C2=CC=CC(=C2C1=O)NCC1CC2(C1)CCC(CC2)N(C(OC(C)(C)C)=O)C)=O)=O Tert-butyl N-[2-[[[2-(2,6-dioxo-3-piperidyl)-1,3-dioxo-isoindolin-4-yl]amino] methyl] spiro[3.5]nonan-7-yl]-N-methyl-carbamate